5-fluoro-6-methoxy-1-(4'-methoxy-[1,1'-biphenyl]-4-yl)-1H-benzo[d]imidazole FC1=CC2=C(N(C=N2)C2=CC=C(C=C2)C2=CC=C(C=C2)OC)C=C1OC